O=C(CC(=O)SCCNC(CCNC([C@@H](C(COP(OP(OC[C@@H]1[C@H]([C@H]([C@@H](O1)N1C=NC=2C(N)=NC=NC12)O)OP(=O)(O)O)(=O)O)(=O)O)(C)C)O)=O)=O)CCC 3-ketohexanoyl-CoA